C(C)OC=1C=C2C=C(C(NC2=CC1)=O)CN(C(=O)C=1SC=CC1)CC=1OC=CC1 N-[(6-ethoxy-2-oxo-1H-quinolin-3-yl)methyl]-N-(furan-2-ylmethyl)thiophene-2-carboxamide